NC1=CC=C(C(=C1C(=O)N(C)C)F)C=1C(=C2C(=NC1)NCC21CCC(CC1)CN)Cl 6-amino-3-((1s,4s)-4-(aminomethyl)-4'-chloro-1',2'-dihydrospiro[cyclohexane-1,3'-pyrrolo[2,3-b]pyridin]-5'-yl)-2-fluoro-N,N-dimethylbenzamide